1-(bicyclo[1.1.1]pentan-1-yl)-6-(cyclopropylmethyl)-1,7-dihydro-4H-pyrazolo[3,4-d]pyrimidin-4-one C12(CC(C1)C2)N2N=CC1=C2NC(=NC1=O)CC1CC1